tert-butyl (2-((S)-2-cyanopyrrolidin-1-yl)-2-oxoethyl)((1S,3R,5S)-3-(2-(2-hydroxyethoxy)ethoxy)adamantan-1-yl)carbamate C(#N)[C@H]1N(CCC1)C(CN(C(OC(C)(C)C)=O)C12CC3(C[C@@H](CC(C1)C3)C2)OCCOCCO)=O